(Z)-S-(2-(N-((4-amino-2-methylpyrimidin-5-yl)methyl)formamido)-5-hydroxypent-2-en-3-yl) 6-methoxynaphthalene-1-carbothioate COC=1C=C2C=CC=C(C2=CC1)C(S\C(=C(\C)/N(C=O)CC=1C(=NC(=NC1)C)N)\CCO)=O